C(C)(C)OC1=NC(=CC2=CN=C(C=C12)N[C@@H]1CNCCC1)C#N (S)-1-(isopropoxy)-7-(piperidin-3-ylamino)-2,6-naphthyridine-3-carbonitrile